FC(C(=C(C(F)(F)F)C(F)(F)F)C(F)(F)F)(F)F 1,1,1,4,4,4-hexafluoro-2,3-bis(trifluoromethyl)-2-butene